citral hydrochloride Cl.CC(C)=CCCC(C)=CC=O